FC(C1=NN(C=C1C1=NN2C(N=C(C=C2)N2[C@H]3CO[C@@H](C2)C3)=C1C(=O)N)C1CC(C1)C=O)F [3-(difluoromethyl)-1-(3-formylcyclobutyl)pyrazol-4-yl]-5-[(1R,4R)-2-oxa-5-azabicyclo[2.2.1]Hept-5-yl]Pyrazolo[1,5-a]Pyrimidine-3-carboxamide